N[C@@H](CCC(=O)[O-])C(=O)OCC(=O)OC(C)(C)C tert-butyloxy-carbonylmethyl glutamate